N,N'-(1,4-anthraquinonediyl)bismaleimide C1(C(=C(C(C2=CC3=CC=CC=C3C=C12)=O)N1C(C=CC1=O)=O)N1C(C=CC1=O)=O)=O